Cl.COC=1C=C(C=C2C(NC(=NC12)C1=NC=CC(=C1)C(F)(F)F)=O)CCN1CCOCC1 8-methoxy-6-(2-morpholinoethyl)-2-(4-(trifluoromethyl)pyridin-2-yl)quinazolin-4(3H)-one hydrochloride